COC(C=CC(=O)N1CC2=C(C3=C(N=CN=C3N)N2CC1C)Br)=O 4-(4-amino-5-bromo-8-methyl-8,9-dihydropyrazino[1',2':1,5]pyrrolo[2,3-d]pyrimidin-7(6H)-yl)-4-oxobut-2-enoic acid methyl ester